BrC=1C=C(C(=O)O)C=C(C1C)O 3-bromo-5-hydroxy-4-methyl-benzoic acid